FC1=C(C=C(C=C1)F)[C@@H]1N(C[C@H](C1)F)C1=NC2=C(C=CN=C2C=C1)C=1C=NN(C1)C1CCOCC1 ((2R,4S)-2-(2,5-difluorophenyl)-4-fluoropyrrolidin-1-yl)-8-(1-(tetrahydro-2H-pyran-4-yl)-1H-pyrazol-4-yl)-1,5-naphthyridine